5-chloro-2-(4-trifluoromethylphenyl)pyrido[3,4-b]pyrazine ClC1=NC=CC=2C1=NC=C(N2)C2=CC=C(C=C2)C(F)(F)F